C(C=C)S(=O)(=O)N[C@@H]1CN(CC1)C=1C2=C(N=C(N1)NC(=O)C1CC1)NC=C2 (S)-N-(4-(3-(allylsulfonamido)pyrrolidin-1-yl)-7H-pyrrolo[2,3-d]pyrimidin-2-yl)cyclopropylcarboxamide